1-[[6-(4-chloro-2-hydroxy-6-methyl-phenyl)pyridazin-3-yl]methyl]pyrrolidin-2-one ClC1=CC(=C(C(=C1)C)C1=CC=C(N=N1)CN1C(CCC1)=O)O